8-(2-nitrophenyl)-2,6-diphenylimidazo[1,2-a]pyridine [N+](=O)([O-])C1=C(C=CC=C1)C=1C=2N(C=C(C1)C1=CC=CC=C1)C=C(N2)C2=CC=CC=C2